C1(CCCCC1)NCCC[Si](OCC)(OCC)OCC N-Cyclohexyl-3-amino-propyltriethoxysilan